ClC1=CC=C(C=C1)C(C1=NN=C(O1)C1CNCC12CN(C2)C(=O)[C@@H]2C(C2)(C)C)(F)F (8-(5-((4-chlorophenyl)difluoromethyl)-1,3,4-oxadiazol-2-yl)-2,6-diazaspiro[3.4]octan-2-yl)((S)-2,2-dimethylcyclopropyl)methanone